trans-rac-1-(1-(1,4-dioxan-2-yl)ethyl)-6-chloro-1H-pyrazolo[3,4-b]pyrazine O1C(COCC1)C(C)N1N=CC=2C1=NC(=CN2)Cl